C(C)(C)(C)OC(=O)N1CCN(CC1)C1=C(C(=NC2=C(C(=C(C=C12)Cl)Br)F)C1=C2CCN(CC2=CC=C1)C)C#N 4-(7-bromo-6-chloro-3-cyano-8-fluoro-2-(2-methyl-1,2,3,4-tetrahydroisoquinolin-5-yl)quinoline-4-yl)piperazine-1-carboxylic acid tert-butyl ester